The molecule is a quinazoline compound having a 3-chloro-4-fluoroanilino group at the 4-position, a 4-dimethylamino-trans-but-2-enamido group at the 6-position, and an (S)-tetrahydrofuran-3-yloxy group at the 7-position. Used (as its dimaleate salt) for the first-line treatment of patients with metastatic non-small cell lung cancer. It has a role as a tyrosine kinase inhibitor and an antineoplastic agent. It is a member of quinazolines, a member of furans, an organofluorine compound, an enamide, an aromatic ether, a tertiary amino compound, a member of monochlorobenzenes and a secondary carboxamide. CN(C)C/C=C/C(=O)NC1=C(C=C2C(=C1)C(=NC=N2)NC3=CC(=C(C=C3)F)Cl)O[C@H]4CCOC4